6-((2-Chlorophenyl)amino)-1-cyclopentyl-3-methyl-1,3-dihydro-2H-imidazo[4,5-c]pyridin-2-one ClC1=C(C=CC=C1)NC1=CC2=C(C=N1)N(C(N2C2CCCC2)=O)C